Ethyl (E)-3-(4-(4-(1,8-naphthyridin-2-yl)but-1-en-1-yl)-1-methyl-1H-imidazol-2-yl)-3-(3-fluoro-4-methoxyphenyl)propanoate N1=C(C=CC2=CC=CN=C12)CC/C=C/C=1N=C(N(C1)C)C(CC(=O)OCC)C1=CC(=C(C=C1)OC)F